benzo[c]quinolone C1(C=2C3=C(C=NC2C=CC1)C=CC=C3)=O